C(C1=CC=CC=C1)N[C@H]1[C@@H](CC1)OC=1C=C2CN(C(C2=CC1)=O)N1C(CCCC1=O)=O (5-((1R,2R)-2-(benzylamino)cyclobutoxy)-1-oxoisoindolin-2-yl)piperidine-2,6-dione